C(C)SC1=NC(=CC(=C1C(=O)NCC1=CC(=CC=C1)F)C)N1CC2=CC=C(C=C2CC1)C(F)(F)F 2-Ethylsulfanyl-N-[(3-fluorophenyl)-methyl]-4-methyl-6-[6-(trifluoromethyl)-1,2,3,4-tetrahydro-isoquinolin-2-yl]-pyridine-3-carboxylic acid amide